N'-[2-chloro-4-(2-fluorophenoxyl)-5-methyl-phenyl]-N-ethyl-N-methyl-formamidine ClC1=C(C=C(C(=C1)OC1=C(C=CC=C1)F)C)N=CN(C)CC